BrC1=CC=C2C=C(C(NC2=C1C)=O)C(=O)OCC ethyl 7-bromo-8-methyl-2-oxo-1,2-dihydroquinoline-3-carboxylate